FC1=C(C(=C(C(=C1[B-](C1=C(C(=C(C(=C1F)F)F)F)F)(C1=C(C(=C(C(=C1F)F)F)F)F)C1=C(C(=C(C(=C1F)F)F)F)F)F)F)F)F.C(CCCCCCCCCCCCCCCCC)[NH2+]CCCCCCCCCCCCCCCCCC bisoctadecylammonium tetrakis(pentafluorophenyl)borate